CC1=CC=C2C(N3C(=NC2=C1)C(=CC=C3)C(=O)O)=O 3-methyl-11-oxo-pyrido[2,1-b]quinazoline-6-carboxylic acid